(RS)-(4-Pyrrolidin-3-yl-phenyl)-carbamic acid (RS)-1-(4-chloro-phenyl)ethyl ester ClC1=CC=C(C=C1)[C@@H](C)OC(NC1=CC=C(C=C1)[C@@H]1CNCC1)=O |r|